ClC1=CC(=C(C=C1OCC#C)N1C(C2=C(C1=O)CCCC2)=O)F N-(4-chloro-2-fluoro-5-propargyloxyphenyl)-3,4,5,6-tetrahydrophthalimide